FC1=C(OC2=C(C=C(C=C2)NS(=O)(=O)CC)B2OC(C(O2)(C)C)(C)C)C=CC(=C1)F N-(4-(2,4-difluorophenoxy)-3-(4,4,5,5-tetramethyl-1,3,2-dioxaborolan-2-yl)phenyl)ethanesulfonamide